3,3',3''-((nitrilotris(methylene))tris([1,1'-biphenyl]-3',3-diyl))tris(2-(pyrrolidin-3-yl)propanoic acid) N(CC=1C=C(C=CC1)C1=CC(=CC=C1)CC(C(=O)O)C1CNCC1)(CC=1C=C(C=CC1)C1=CC(=CC=C1)CC(C(=O)O)C1CNCC1)CC=1C=C(C=CC1)C1=CC(=CC=C1)CC(C(=O)O)C1CNCC1